2'-((oxybis(ethane-2,1-diyl))bis(oxy))bis(ethan-1-ol) O(CCOCCO)CCOCCO